N1C=C(C=2C1=NC=CC2)C(CC2=NC(=NC(=N2)N[C@@H](CO)CC(C)C)NS(=O)(=O)C)C N-(4-(2-(1H-pyrrolo[2,3-b]pyridin-3-yl)propyl)-6-(((R)-1-hydroxy-4-methylpent-2-yl)amino)-1,3,5-triazin-2-yl)methanesulfonamide